7-bromo-2-methyl-3H-quinazolin-4-one BrC1=CC=C2C(NC(=NC2=C1)C)=O